C(C)(=O)OCCCCCCCCCC decanyl acetate